C(C12C(C(O)=C(O)C(O)=C1)O2)(=O)[O-].[Li+] lithium gallate oxide